6-(2,3-Dihydro-1H-indol-1-yl)-2-ethylsulfanyl-N-[(3-fluorophenyl)-methyl]-4-methyl-pyridine-3-carboxylic acid amide N1(CCC2=CC=CC=C12)C1=CC(=C(C(=N1)SCC)C(=O)NCC1=CC(=CC=C1)F)C